OC=1C(OC2=CC=CC=C2C1)=O 3-hydroxycoumarin